CCCCCCCCCCCCC(=O)OC[C@H](COP(=O)(O)OC[C@H](CO)O)OC(=O)CCCCCCCCC/C=C\C/C=C\CCCCC 1-tridecanoyl-2-(11Z,14Z-eicosadienoyl)-glycero-3-phospho-(1'-sn-glycerol)